(2s,3r,4s,5s,6r)-2-(3-(4-ethoxybenzyl)-4-methylphenyl)-6-methyltetrahydro-2H-pyran-3,4,5-triol C(C)OC1=CC=C(CC=2C=C(C=CC2C)[C@@H]2O[C@@H]([C@H]([C@@H]([C@H]2O)O)O)C)C=C1